[C].[Cr].[Mg] magnesium-chromium carbon